N-(5-acrylamido-2-methylpyridin-3-yl)-7-(1-methyl-1H-pyrazol-4-yl)-[1,2,4]triazolo[4,3-a]pyridine-3-carboxamide C(C=C)(=O)NC=1C=C(C(=NC1)C)NC(=O)C1=NN=C2N1C=CC(=C2)C=2C=NN(C2)C